exo-N-[8-chloro-7-fluoro-6-(4-methylpyridin-3-yl)isoquinolin-3-yl]-2-oxo-bicyclo[4.1.0]Heptane-7-carboxamide ClC=1C(=C(C=C2C=C(N=CC12)NC(=O)C1C2CCCC(C12)=O)C=1C=NC=CC1C)F